C(C)SC1=NC(NC(N1CC1=C(C=C(C(=C1)F)F)F)=O)=O 6-(ethylthio)-1-(2,4,5-trifluorobenzyl)-1,3,5-triazine-2,4(1H,3H)-dione